C(C)(C)(C)C1=CC=C(C=C1)N(C(=O)[C@@H]1N(C[C@](C1)(C)O)C#N)C(C(=O)NC1CCC(CC1)(F)F)C1=NC=CN=C1 (2R,4R)-N-(4-(tert-butyl)phenyl)-1-cyano-N-(2-((4,4-difluorocyclohexyl)amino)-2-oxo-1-(pyrazin-2-yl)ethyl)-4-hydroxy-4-methylpyrrolidine-2-carboxamide